CC1=CC=CC(=N1)C#CC1=NN=C2N1CCNC2 3-[(6-methylpyridin-2-yl)ethynyl]-5,6,7,8-tetrahydro[1,2,4]triazolo[4,3-a]pyrazine